α-sulfoxyisobutyramide O(S(=O)(=O)O)C(C(=O)N)(C)C